FC(C1CC=C(CC1)C=1C=CC=C2C=C(C=NC12)C(=O)NCCC(=O)O)(F)F 3-(8-(4-(trifluoromethyl)cyclohex-1-en-1-yl)quinolin-3-carboxamido)propionic acid